ClC1=CC=C2C(=N1)CN(C2)C(C)=O 1-(2-chloro-5,7-dihydro-6H-pyrrolo[3,4-b]pyridin-6-yl)ethan-1-one